FC1=C(CC=2C=C3C(=NNC3=CC2)\C=C\C2=NC=CC=C2)C=CC=C1 (E)-5-(2-fluorobenzyl)-3-(2-(pyridin-2-yl)vinyl)-1H-indazole